4-(((5-fluoro-2-methoxybenzamido)methyl)phenyl)-1H-pyrazole-4-carboxamide FC=1C=CC(=C(C(=O)NCC2=C(C=CC=C2)C2(C=NNC2)C(=O)N)C1)OC